C(C)OC(=O)C=1C(=C(N2CCCC12)C(C(N[C@@H](C(F)(F)F)C)=O)=O)Cl (R)-6-chloro-5-(2-oxo-2-((1,1,1-trifluoropropan-2-yl)amino)acetyl)-2,3-dihydro-1H-pyrrolizine-7-carboxylic acid ethyl ester